sebacamide C(CCCCCCCCC(=O)N)(=O)N